FC=1C(=NC=CC1)C(N1C2=C(C3=NC=C(C=C31)C3=C(N=NN3C)C([2H])([2H])[2H])SC(=C2)C(C)(C)O)C2CCOCC2 2-(4-((3-Fluoropyridin-2-yl)(tetrahydro-2H-pyran-4-yl)methyl)-6-(1-methyl-4-(methyl-d3)-1H-1,2,3-triazol-5-yl)-4H-thieno[2',3':4,5]pyrrolo[3,2-b]pyridin-2-yl)propan-2-ol